C(C(C)=C)OCC(C(=O)OC(C)CCC)=C s-amyl α-methallyloxymethylacrylate